FC1(CCN(CC1)C(=O)C=1C=C2C(=NC1)N(C=C2)C=2C=C(C(=O)O)C=CC2)F 3-(5-(4,4-difluoropiperidine-1-carbonyl)-1H-pyrrolo[2,3-b]pyridin-1-yl)benzoic acid